cyclopropylbismuthanone C1(CC1)[Bi]=O